6-(4-((3-(2-hydroxypropan-2-yl)-5-(4-methyl-1-oxo-1,3-dihydroisobenzofuran-5-yl)piperazin-1-yl)methyl)-1H-pyrazol-1-yl)-4-methylnicotinonitrile OC(C)(C)C1CN(CC(N1)C=1C(=C2COC(C2=CC1)=O)C)CC=1C=NN(C1)C1=NC=C(C#N)C(=C1)C